dithiolane lithium salt [Li].S1SCCC1